FC1=CC=C(C=C1)[C@@H]1N(CCC2=CC=CC=C12)C(=O)OC[C@@H]1[C@H](CC1)NC(=O)OCC1=CC=CC=C1 ((1S,2S)-2-(((benzyloxy)carbonyl)amino)cyclobutyl)methyl (S)-1-(4-fluorophenyl)-3,4-dihydroisoquinoline-2(1H)-carboxylate